COC(C1=C(C(=CC=C1)OC)/N=C/N(C)C)=O.ClC1=C2C(=NN(C2=CC=C1)S(=O)(=O)C1=CC=C(C=C1)C)N1CC(C1)F 4-chloro-3-(3-fluoroazetidin-1-yl)-1-(p-tolyl-sulfonyl)indazole (E)-methyl-2-((dimethylamino)methyleneamino)-3-methoxybenzoate